(R)-N-methyl-N-(3-methyl-4-((1-(2-(1-methyl-1H-pyrazol-4-yl)quinolin-4-yl)ethyl)carbamoyl)benzyl)thiazole-4-carboxamide CN(C(=O)C=1N=CSC1)CC1=CC(=C(C=C1)C(N[C@H](C)C1=CC(=NC2=CC=CC=C12)C=1C=NN(C1)C)=O)C